6-(2-{5-[(3R,5R)-3-amino-5-fluoropiperidine-1-carbonyl]-7-methoxy-1-methyl-1H-1,3-benzodiazol-2-yl}-1-(cyclopropylmethyl)-1H-indol-6-yl)quinolin-1-ium-1-olate N[C@H]1CN(C[C@@H](C1)F)C(=O)C1=CC2=C(N(C(=N2)C=2N(C3=CC(=CC=C3C2)C=2C=C3C=CC=[N+](C3=CC2)[O-])CC2CC2)C)C(=C1)OC